FC(C1=CC(=NC=C1)OC=1C=C(N)C=CC1)(F)F 3-((4-(trifluoromethyl)pyridin-2-yl)oxy)aniline